N-(5-chloro-2-propoxybenzyl)-N-(4-(N-(prop-2-yn-1-yl)sulfamoyl)phenethyl)thiazole-4-carboxamide ClC=1C=CC(=C(CN(C(=O)C=2N=CSC2)CCC2=CC=C(C=C2)S(NCC#C)(=O)=O)C1)OCCC